N1=CC=C2N1C=CC(=C2)C=2C=C1CCCC1=CC2 5-(pyrazolo[1,5-a]pyridin-5-yl)-2,3-dihydro-1H-inden